[C@@H]1([C@H](O)[C@H](O)[C@@H](C[S+](CC[C@H](N)C(=O)O)CC=C(F)F)O1)N1C=NC=2C(N)=NC=NC12 S-adenosyl-S-3,3-difluoroallyl-L-homocysteine